(1R,4R,7S,10S,13S,16S,19R)-10-(aminomethyl)-13-cyclohexyl-4,17-dimethyl-16-propyl-7-[(1S)-1-hydroxyethyl]-2-oxa-5,8,11,14,17-pentazabicyclo[17.6.0]pentacosane-6,9,12,15,18-pentone NC[C@H]1C(N[C@H](C(N[C@@H](CO[C@@H]2CCCCCC[C@H]2C(N([C@H](C(N[C@H](C(N1)=O)C1CCCCC1)=O)CCC)C)=O)C)=O)[C@H](C)O)=O